(2S)-N-[(4-cyano-3-fluorophenyl)methyl]-3-(3,4-difluorophenyl)-2-{2-[(2R,6S)-2,6-dimethylpiperidin-1-yl]acetamido}propanamide C(#N)C1=C(C=C(C=C1)CNC([C@H](CC1=CC(=C(C=C1)F)F)NC(CN1[C@@H](CCC[C@@H]1C)C)=O)=O)F